C1(CC1)CN(C1=CC=CC=C1)C1=CC=C(C=N1)C1CN(C1)C(=O)N1C[C@@H](CC1)C(=O)N (3R)-1-[3-[6-[N-(cyclopropylmethyl)anilino]-3-pyridinyl]azetidine-1-carbonyl]pyrrolidine-3-carboxamide